N-(2-methoxybenzyl)-1-(2,5-dimethoxy-4-chlorophenyl)-2-aminoethane COC1=C(CNCCC2=C(C=C(C(=C2)OC)Cl)OC)C=CC=C1